(4Z)-2-methylsulfanyl-4-(phthalazin-6-ylmethylene)-1H-imidazol-5-one CSC=1NC(/C(/N1)=C/C=1C=C2C=NN=CC2=CC1)=O